NC=1C2=C(N=CN1)N(C=C2C2=CC=C(C=C2)NC(=O)C=2C(N(N=C(C2)C(C)C)C2=NC=C(C=C2)Cl)=O)C2COC2 N-(4-(4-Amino-7-(oxetan-3-yl)-7H-pyrrolo[2,3-d]pyrimidin-5-yl)phenyl)-2-(5-Chloropyridin-2-yl)-6-isopropyl-3-oxo-2,3-dihydropyridazine-4-carboxamide